CN(CCN(S(=O)(=O)NC(=O)NC1=C2CCCC2=CC=2CCCC12)C=1C=NN(C1)C(C)C)C 1-{[2-(Dimethylamino)ethyl][1-(propan-2-yl)-1H-pyrazol-4-yl]sulfamoyl}-3-(1,2,3,5,6,7-hexahydro-s-indacen-4-yl)urea